thieno[3,2-c]pyridine-1,1-dione S1(C=CC=2C=NC=CC21)(=O)=O